2-chloro-4-(8-(4-(4-((4-(2-(2,6-dioxopiperidin-3-yl)-1,3-dioxoisoindolin-5-yl)piperazin-1-yl)methyl)piperidin-1-yl)benzoyl)-2,8-diazaspiro[4.5]decan-2-yl)benzonitrile ClC1=C(C#N)C=CC(=C1)N1CC2(CC1)CCN(CC2)C(C2=CC=C(C=C2)N2CCC(CC2)CN2CCN(CC2)C=2C=C1C(N(C(C1=CC2)=O)C2C(NC(CC2)=O)=O)=O)=O